difluoromethylallylglycine benzyl ester C(C1=CC=CC=C1)OC(C(NC(F)F)CC=C)=O